isopropyl cis-2-((2',3'-difluorobiphenyl-3-yl)methyl)-3-((methylsulfonyl)amino)piperidine-1-carboxylate FC1=C(C=CC=C1F)C1=CC(=CC=C1)C[C@@H]1N(CCC[C@@H]1NS(=O)(=O)C)C(=O)OC(C)C